C[NH+](C)C1=CC=C(C=C1)[NH+](C)C.[Cl-].[Cl-] N,N,N',N'-Tetramethyl-p-phenylenediamine dihydrochloride